ClC=1C=C(C(=O)NC(C)C2=NC=CN=C2C2=NN(C=N2)CC2C(C2)(Cl)Cl)C=C(C1)C(F)(F)F 3-chloro-N-[1-[3-[1-[(2,2-dichloro-cyclopropyl)methyl]-1,2,4-triazol-3-yl]pyrazin-2-yl]ethyl]-5-(trifluoromethyl)benzamide